BrCC1=C(C=C(C(=O)N(C)C)C=C1)F 4-(bromomethyl)-3-fluoro-N,N-dimethylbenzamide